N(=C=O)CC1=CC(=C(C=C1)C)CN=C=O 1,3-Bis(isocyanatomethyl)-4-methyl-benzol